ClC=1N=C(C(=NC1)C(=O)N)NC1=CC(=C(C=C1)OC)OC 5-chloro-3-((3,4-dimethoxyphenyl)amino)pyrazine-2-carboxamide